ethyl 4-oxo-7-(4,4,5,5-tetramethyl-1,3,2-dioxaborolan-2-yl)-4H-quinolizine-3-carboxylate O=C1C(=CC=C2C=CC(=CN12)B1OC(C(O1)(C)C)(C)C)C(=O)OCC